NC1=CC(=C(C(=N1)C1=C(C=2N=C(N=C(C2C=N1)N(C)CC1CNC1)OC[C@]12CCCN2C[C@@H](C1)F)F)C)C 7-(6-amino-3,4-dimethylpyridin-2-yl)-N-(azetidin-3-ylmethyl)-8-fluoro-2-(((2R,7aS)-2-fluorotetrahydro-1H-pyrrolizin-7a(5H)-yl)methoxy)-N-methylpyrido[4,3-d]pyrimidin-4-amine